ClC=1C=CC(=C(C1)CC(=O)NC1=CCN(C=C1)C(C(C)C)(C)C)O 4-[[2-(5-Chloro-2-hydroxyphenyl)acetyl]amino]-N-(1,1,2-trimethylpropyl)pyridin